Tert-butyl (S)-4-(4-((4-(4-(2,2-difluorocyclopropane-1-carboxamido)phenyl)pyrimidin-2-yl)amino)-1H-pyrazol-1-yl)piperidine-1-carboxylate FC1([C@@H](C1)C(=O)NC1=CC=C(C=C1)C1=NC(=NC=C1)NC=1C=NN(C1)C1CCN(CC1)C(=O)OC(C)(C)C)F